O=C1NC(CCC1N1C(C2=CC=C(C=C2C1=O)N1CC2(C1)CCN(CC2)CC2CCNCC2)=O)=O 2-(2,6-dioxopiperidin-3-yl)-5-(7-(piperidine-4-ylmethyl)-2,7-diazaspiro[3.5]non-2-yl)isoindole-1,3-dione